BrCC1=NC=C(C(=O)OCC)C=C1OC ethyl 6-(bromomethyl)-5-methoxynicotinate